C(C)(=O)N1CC[C@@H]2N(C([C@H](C1)N)=O)[C@@H](CC2)C(=O)NC2=CC=C(C=C2)C2=CC=C(C=C2)NC(CCCCCC#CC2=C1CN(C(C1=CC=C2)=O)C2C(NC(CC2)=O)=O)=O (5S,8S,10aR)-3-acetyl-5-amino-N-(4'-(8-(2-(2,6-dioxopiperidin-3-yl)-1-oxoisoindolin-4-yl)oct-7-ynamido)-[1,1'-biphenyl]-4-yl)-6-oxodecahydropyrrolo[1,2-a][1,5]diazocine-8-carboxamide